tert-Butyl (2R)-7-methyl-3,4-dihydro-1H-spiro[1,8-naphthyridine-2,3'-pyrrolidine]-1'-carboxylate CC1=CC=C2CC[C@@]3(CN(CC3)C(=O)OC(C)(C)C)NC2=N1